BrC=1C=C(C=C2C(C=C(OC12)N1CCC(CC1)Cl)=O)C 8-bromo-2-(4-chloro-1-piperidyl)-6-methyl-chromen-4-one